1,4-dioxa-5,17-cycloheptadecanedione O1CCOC(CCCCCCCCCCCC1=O)=O